(6-(5-(2-methoxyquinoline-6-yl)pyridin-3-yl)-2,6-diazaspiro[3.3]heptane-2-yl)(1H-pyrazol-1-yl)methanone COC1=NC2=CC=C(C=C2C=C1)C=1C=C(C=NC1)N1CC2(CN(C2)C(=O)N2N=CC=C2)C1